N-[8-(methylamino)-5-(4,5-dioxaborolan-2-yl)-2,7-naphthyridin-3-yl]cyclopropanecarboxamide 4-fluorobenzyl-(1-hydroxy-7-propyl-1,3-dihydrobenzo[c][1,2]oxaborole-6-carbonyl)-L-valinate FC1=CC=C(CN([C@@H](C(C)C)C(=O)O)C(=O)C=2C=CC3=C(B(OC3)O)C2CCC)C=C1.CNC=1N=CC(=C2C=C(N=CC12)NC(=O)C1CC1)C1BOOC1